1-[2-(3,5-dimethyl-thiophenyl)-phenyl]piperazine CC1=C(SC(=C1)C)C1=C(C=CC=C1)N1CCNCC1